4-(4-((5-(trifluoromethyl)pyrazin-2-yl)oxy)phenyl)piperidin-1-ium chloride [Cl-].FC(C=1N=CC(=NC1)OC1=CC=C(C=C1)C1CC[NH2+]CC1)(F)F